1-acetyl-3-methylazetidin-3-yl (8-amino-7-fluoro-6-(8-methyl-2,3-dihydro-1H-pyrido[2,3-b][1,4]oxazin-7-yl)isoquinolin-3-yl)carbamate NC=1C(=C(C=C2C=C(N=CC12)NC(OC1(CN(C1)C(C)=O)C)=O)C1=C(C2=C(OCCN2)N=C1)C)F